L-pyroglutamylglycine N1[C@@H](CCC1=O)C(=O)NCC(=O)O